FC1(C[C@H](N(C1)C(CN1C[C@H](CC1)NC=1C2=C(C=NC1)C=CO2)=O)C#N)F (S)-4,4-difluoro-1-(2-((S)-3-(furo[3,2-c]pyridin-7-ylamino)pyrrolidin-1-yl)acetyl)pyrrolidine-2-carbonitrile